ONC(C1=CC=C(C=C1)OCCCOC)=N N-hydroxy-4-(3-methoxypropoxy)benzamidine